OC(C(=O)O)(O)C1=CC=CC=C1 (R/S)-hydroxymandelic acid